NC1=C(C(=C(C=C1Cl)Cl)F)C1=C(C=C2C(=NC=NN2C1=O)N1[C@H](CN(CC1)C(C(=C)F)=O)C)C(F)(F)F (S)-7-(2-amino-3,5-dichloro-6-fluorophenyl)-4-(4-(2-fluoroacryloyl)-2-methylpiperazin-1-yl)-6-(trifluoromethyl)-8H-pyrido[2,1-f][1,2,4]triazin-8-one